NC(CC(=O)[O-])C(C)C 3-amino-4-methyl-pentanoate